endo-8-{7-[7-chloro-2-(oxolan-3-yl)-1,3-benzothiazol-6-yl]-5H-pyrrolo[2,3-b]pyrazin-3-yl}-8-azabicyclo[3.2.1]octan-3-amine, dihydrochloride salt Cl.Cl.ClC1=C(C=CC=2N=C(SC21)C2COCC2)C2=CNC1=NC(=CN=C12)N1C2CC(CC1CC2)N